dioctyltin dioctylmaleate C(CCCCCCC)/C(=C(/C(=O)[O-])\CCCCCCCC)/C(=O)[O-].C(CCCCCCC)[Sn+2]CCCCCCCC